CC1=CC=C(C=2SC3=C(C21)C=C(C=C3)C)C 1,4,8-trimethyldibenzothiophene